C(#N)C1(CC1)CS(=O)(=O)N1CCC=CC1 1-(((1-cyanocyclopropyl)methyl)sulfonyl)-1,2,3,6-tetrahydropyridin